C(C1=CC=CC=C1)OC1C(CC1)(O)C 2-benzyloxy-1-methyl-cyclobutanol